N-(4-((Benzyloxy)methyl)phenyl)-5-(5-cyclopropyl-6-(methylsulfonamido)pyrazin-2-yl)-2-fluorobenzamide C(C1=CC=CC=C1)OCC1=CC=C(C=C1)NC(C1=C(C=CC(=C1)C1=NC(=C(N=C1)C1CC1)NS(=O)(=O)C)F)=O